C(CCCCCC)C(CO)CCCCCCC 2-Heptylnonanol